1-((2R,5S)-5-(4-fluorophenyl)-2-methylpiperazin-1-yl)-2,2-dimethylpropan-1-one tert-Butyl-(2S,5R)-4-(2,2-dimethylpropanoyl)-2-(4-fluorophenyl)-5-methyl-piperazine-1-carboxylate C(C)(C)(C)OC(=O)N1[C@H](CN([C@@H](C1)C)C(C(C)(C)C)=O)C1=CC=C(C=C1)F.FC1=CC=C(C=C1)[C@@H]1NC[C@H](N(C1)C(C(C)(C)C)=O)C